8-(L-threonyl)-5-benzyl-2,5,8-triazaspiro[3.5]nonan-1-one N[C@@H]([C@H](O)C)C(=O)N1CCN(C2(CNC2=O)C1)CC1=CC=CC=C1